C(CCC(=O)O)(=O)O butane-dioic acid